C(C(C)C)C1=CC=C(C=C1)C1=C(C(=O)O)C=CC=C1 2-(4-isobutylphenyl)benzoic acid